O[C@@H]1[C@H](O)[C@@H](O)[C@@H](O)[C@H](O1)C(=O)O 2-cis-alpha-galacturonic acid